FC1=CC=C(C=C1)C(C#N)(C)C 2-(4-Fluorophenyl)-2-methylpropionitrile